((6-(((methoxy (phenoxy)phosphoryl)oxy)methoxy)-5'-methyl-4-pentyl-1',2',3',4'-tetrahydro-[1,1'-biphenyl]-2-yl)oxy)methyl methyl phenyl phosphate P(=O)(OCOC1=C(C(=CC(=C1)CCCCC)OCOP(=O)(OC1=CC=CC=C1)OC)C1CCCC(=C1)C)(OC)OC1=CC=CC=C1